C(C)OC(CN1CCN(C2=C(C=CC=C12)C)C(=O)OC(C)(C)C)=O tert-butyl 4-(2-ethoxy-2-oxo-ethyl)-8-methyl-2,3-dihydroquinoxaline-1-carboxylate